ClC=1C=CC(=NC1)COC1=NN=C(S1)N 5-[(5-chloropyridin-2-yl)methoxy]-1,3,4-thiadiazol-2-amine